tert-butyl (R)-3-((4-methyl-3-((1-(naphthalen-1-yl)ethyl)carbamoyl)phenyl)carbamoyl)azetidine-1-carboxylate CC1=C(C=C(C=C1)NC(=O)C1CN(C1)C(=O)OC(C)(C)C)C(N[C@H](C)C1=CC=CC2=CC=CC=C12)=O